FCC(C(CC(=O)O)NC(C(CC)N1C(C2=CC(=CC=C2C1)C=1C=NC=CC1)=O)=O)=O 5-fluoro-4-oxo-3-(2-(1-oxo-6-(pyridin-3-yl)isoindolin-2-yl)butanamido)pentanoic acid